ClC#CCCl 1,3-dichloropropyne